O1CCCOC2=C1C=CC(=C2)\C=C/C(=O)C2=C(C=C(C=C2)OCOC)O (Z)-3-(3,4-Dihydro-2H-1,5-benzodioxepin-7-yl)-1-[2-hydroxy-4-(methoxymethoxy)phenyl]prop-2-en-1-one